ClC=1C=C2C=NN(C2=C(C1)C(=O)NC1CC2(CC(C2)CC(=O)O)C1)CC=1C=NC(=NC1)C1=CC(=CC=C1)OC 2-(6-(5-chloro-1-((2-(3-methoxyphenyl)pyrimidin-5-yl)methyl)-1H-indazole-7-carboxamido)spiro[3.3]heptan-2-yl)acetic acid